Furano-pyrimidine N1=CN=CC2=C1C=CO2